2-((1H-benzo[d]imidazol-2-yl)(5-fluoro-2-hydroxyphenyl)methyl-d)-6-(4-(1-methylpiperidin-4-yl)phenyl)isoindolin-1-one N1C(=NC2=C1C=CC=C2)C(N2C(C1=CC(=CC=C1C2)C2=CC=C(C=C2)C2CCN(CC2)C)=O)([2H])C2=C(C=CC(=C2)F)O